tert-butyl N-tert-butoxycarbonyl-N-[4-chloro-5-methyl-6-[2-methyl-6-(tetrahydropyran-4-ylmethyl)phenyl]pyrimidin-2-yl]carbamate C(C)(C)(C)OC(=O)N(C(OC(C)(C)C)=O)C1=NC(=C(C(=N1)Cl)C)C1=C(C=CC=C1CC1CCOCC1)C